3-oxa-4-Pentenesulfonyl Fluoride C(COC=C)S(=O)(=O)F